ClC1=CC=C(C(=N1)C1(COC1)NS(=O)C(C)(C)C)CO N-(3-(6-chloro-3-(hydroxymethyl)pyridin-2-yl)oxetan-3-yl)-2-methylpropane-2-sulfinamide